tert-butyl rac-(4S)-5-amino-4-[4-[[6-(1-cyclopropylpyrazol-4-yl)-1-methyl-2-oxo-3,4-dihydroquinolin-7-yl]amino]-1,3-dioxo-isoindolin-2-yl]-5-oxo-pentanoate NC([C@H](CCC(=O)OC(C)(C)C)N1C(C2=CC=CC(=C2C1=O)NC1=C(C=C2CCC(N(C2=C1)C)=O)C=1C=NN(C1)C1CC1)=O)=O |r|